NCC1=NNC(C2=CC=C(C=C12)C=1C=NN(C1N1C(C2(C3=CC=CC=C13)CC2)=O)C)=O 1'-(4-(4-(aminomethyl)-1-oxo-1,2-dihydro-phthalazin-6-yl)-1-methyl-1H-pyrazol-5-yl)spiro[cyclopropane-1,3'-indoline]-2'-one